8,9-difluoro-1-(((R)-1-(4-methoxyphenyl)ethyl)(methyl)amino)-1,3,4,5-tetrahydrophenanthridin-6(2H)-one FC=1C=C2C(NC=3CCCC(C3C2=CC1F)N(C)[C@H](C)C1=CC=C(C=C1)OC)=O